ClCC=1C=C(C(=C(C1)F)OC)[N+](=O)[O-] 5-(Chloromethyl)-1-fluoro-2-methoxy-3-nitrobenzene